CO[C@H]1[C@@H](CC1)NC(=O)C1=CN=C2N1N=C(C=C2NC)N2CCC1=C(C=CC=C21)C2=CC=C(C=N2)CC2CC1(C2)CCN(CC1)C(=O)OC(C)(C)C Tert-butyl 2-((6-(1-(3-(((1R,2R)-2-methoxycyclobutyl)carbamoyl)-8-(methylamino)imidazo[1,2-b]pyridazin-6-yl)indolin-4-yl)pyridin-3-yl)methyl)-7-azaspiro[3.5]nonane-7-carboxylate